CN1C(C=CC=2C(=CC=NC12)NC1=CC=C(C=C1)CC(=O)O)=O 2-(4-((8-methyl-7-oxo-7,8-dihydro-1,8-naphthyridin-4-yl)amino)phenyl)acetic acid